N1-(p-isothiocyanatophenyl)-diethylenetriamine N(=C=S)C1=CC=C(C=C1)NCCNCCN